2,2-Dimethyl-4-oxocyclohexane CC1(CCCC(C1)=O)C